trityl-vanadium butoxide [O-]CCCC.C(C1=CC=CC=C1)(C1=CC=CC=C1)(C1=CC=CC=C1)[V+4].[O-]CCCC.[O-]CCCC.[O-]CCCC